BrC1=C2C(=C(N=C1NC1CCN(CC1)C)C(=O)N[C@H]1C[C@@H](OCC1)C1CCCC1)OC(=C2)C#N 4-bromo-2-cyano-N-[(2R,4R)-2-cyclopentyloxan-4-yl]-5-[(1-methylpiperidin-4-yl)amino]furo[2,3-c]pyridine-7-carboxamide